[Hf].CC1=C(C(=C(C1(C1(C=CC=2C1=C1CCCCC1=CC2)C(C)(C)C)C)C)C)C pentamethylcyclopentadienyl-(1-tert-butyl-6,7,8,9-tetrahydro-1H-cyclopenta[a]naphthalene) hafnium